N,N-diethyl-tyrosine C(C)N([C@@H](CC1=CC=C(C=C1)O)C(=O)O)CC